ClC1=CC=CC(=N1)C1=CC(=C(C=C1F)CC=1N(C2=C(N1)C=CC(=C2)C(=O)OC(C)(C)C)CCOC)F tert-butyl 2-[[4-(6-chloro-2-pyridyl)-2,5-difluoro-phenyl]methyl]-3-(2-methoxyethyl)benzimidazole-5-carboxylate